NC(=C(C1=NN=NN1)[N+](=O)[O-])N 1,1-diamino-2-nitro-2-tetrazolyl-ethylene